2-azaspiro[3.3]heptane-1-carboxamide C1(NCC12CCC2)C(=O)N